1-(2,2-difluorobenzo[d][1,3]dioxol-4-yl)-5-(trifluoromethyl)-1H-pyrazole-4-carboxylic acid ethyl ester C(C)OC(=O)C=1C=NN(C1C(F)(F)F)C1=CC=CC=2OC(OC21)(F)F